FC1(CCCC=2C(=NC(=NC12)N1[C@H](CCCC1)C)N1C[C@@H]2C([C@@H]2C1)CC(=O)O)F 2-((1R,5S,6R)-3-(8,8-difluoro-2-((S)-2-methylpiperidin-1-yl)-5,6,7,8-tetrahydroquinazolin-4-yl)-3-azabicyclo[3.1.0]hex-6-yl)acetic acid